FC1=C(C(=CC(=C1)C1=NC(=CC=C1)OCCC)F)N1CCC(CC1)CC(=O)O 2-[1-[2,6-difluoro-4-(6-propoxy-2-pyridinyl)phenyl]-4-piperidinyl]acetic acid